O-t-butyl-N,N'-diisopropylisourea C(C)(C)(C)OC(NC(C)C)=NC(C)C